FC(C=1C=C(C=C(C1)C(F)(F)F)NC(N(C1CC2(CN(C2)C(=O)C2=C3N(N=C2)C=CN3C)C1)C)=O)(F)F 3-(3,5-bis(trifluoromethyl)phenyl)-1-methyl-1-(2-(1-methyl-1H-imidazo[1,2-b]pyrazole-7-carbonyl)-2-azaspiro[3.3]heptan-6-yl)urea